O1C(=NC2=C1C=CC=C2)C2=C(C(N(C(=N2)N(C)[C@@H](C2=CC=CC=C2)C2CCC2)C)=O)OC (R)-6-(benzo[d]oxazol-2-yl)-2-((cyclobutyl(phenyl)methyl)(methyl)amino)-5-methoxy-3-methylpyrimidin-4(3H)-one